4'-(2,2-difluorocyclopropyl)-5-methyl[1,1'-biphenyl]-2-carboxamide FC1(C(C1)C1=CC=C(C=C1)C=1C(=CC=C(C1)C)C(=O)N)F